3-(6-(3-bromophenyl)-1-oxaspiro[3.3]heptan-6-yl)-4-methyl-4H-1,2,4-triazole BrC=1C=C(C=CC1)C1(CC2(CCO2)C1)C1=NN=CN1C